NCC=1C=C(C=CC1)N1N=C(C=C1C(=O)NC1=C(C=CC(=C1)C(N(C)C1CC1)C1=CC(=CC=C1)C#N)F)C(F)(F)F (-)-1-(3-(aminomethyl)phenyl)-N-(5-((3-cyanophenyl)(cyclopropyl-methylamino)methyl)-2-fluorophenyl)-3-(trifluoromethyl)-1H-pyrazole-5-carboxamide